9-bromo-8-methoxy-1-(2,2,2-trifluoroethyl)-5,6-dihydropyrrolo[2,1-a]isoquinoline-3-carboxylic acid BrC1=C(C=C2CCN3C(C2=C1)=C(C=C3C(=O)O)CC(F)(F)F)OC